N-(1-(3-bromo-2-methylphenyl)ethylidene)-2-methylpropane-2-sulfinamide BrC=1C(=C(C=CC1)C(C)=NS(=O)C(C)(C)C)C